(3R)-3-(4-Chlorophenyl)-2-[(4-chlorophenyl)methyl]-3-(3-hydroxy-3-methylbutoxy)-6-(2-hydroxypropan-2-yl)-2,3-dihydro-1H-isoindol-1-on ClC1=CC=C(C=C1)[C@@]1(N(C(C2=CC(=CC=C12)C(C)(C)O)=O)CC1=CC=C(C=C1)Cl)OCCC(C)(C)O